CC1=C(C(=C(C=C1)P(C1=CC=CC=C1)(C(C1=CC=CC=C1)=O)=O)C)C trimethylbenzoyl-diphenylphosphine oxide